trans-N-(4-isopropyl-1-methylpyrrolidin-3-yl)-2,2-dimethyl-3-((3-(trifluoromethoxy)pyridin-2-yl)oxy)propanamide C(C)(C)[C@H]1[C@@H](CN(C1)C)NC(C(COC1=NC=CC=C1OC(F)(F)F)(C)C)=O